C(C)CC(CC(=O)[O-])=O.C(C)CC(CC(=O)[O-])=O.C(C)CC(CC(=O)[O-])=O.C(C)(C)(C)O[Ti+3] mono-tert-butoxytitanium tris(ethylacetoacetate)